1-(4-cyclobutyl-3-(5-fluoropyridin-2-yl)-1-methyl-1H-pyrazol-5-yl)-3-(3,3-difluorocyclobutyl)-urea C1(CCC1)C=1C(=NN(C1NC(=O)NC1CC(C1)(F)F)C)C1=NC=C(C=C1)F